CC1=C(C=C(C=C1)NCCO)O 2-methyl-5-hydroxyethylaminophenol